NC1=C2C(=NC=N1)N(N=C2I)[C@H]2CC[C@H](CC2)N2N=CC(=C2)C(=O)OCC Ethyl 1-((cis)-4-(4-amino-3-iodo-1H-pyrazolo[3,4-d]pyrimidin-1-yl)cyclohexyl)-1H-pyrazole-4-carboxylate